N(=O)NCC(C)=O Nitroso(2-oxopropyl)amine